glycerol tin [Sn].OCC(O)CO